tert-butyl 3-((4,4,5,5-tetramethyl-1,3,2-dioxaborolan-2-yl)methylene)azetidine-1-carboxylate CC1(OB(OC1(C)C)C=C1CN(C1)C(=O)OC(C)(C)C)C